2-ethyl-N6-methylquinazoline-4,6-dicarbamate C(C)C1=NC2=CC=C(C=C2C(=N1)NC(=O)[O-])N(C(=O)[O-])C